C(C1=CC=CC=C1)OC1CC(C1)OC1=CC(=NC(=C1)[C@]1(COCC1)OC)Br 4-((1r,3r)-3-(Benzyloxy)cyclobutoxy)-2-bromo-6-((R)-3-methoxytetrahydrofuran-3-yl)pyridine